C(C)OC(CC1CN(CCC1)C=1C(=NC(=CC1[N+](=O)[O-])Br)C)=O 2-(1-(6-bromo-2-methyl-4-nitropyridin-3-yl)piperidin-3-yl)acetic acid ethyl ester